[1-(4-Methoxy-phenyl)-1,3,4,9-tetrahydro-β-carbolin-2-yl]-phenyl-methanone COC1=CC=C(C=C1)C1N(CCC=2C3=CC=CC=C3NC12)C(=O)C1=CC=CC=C1